N-methyl-N-(2-methylsulfonylethyl)ethanamine CN(CC)CCS(=O)(=O)C